3-methyl-4-((4'-pentyl-[1,1'-bi(cyclohexane)]-4-carbonyl)oxy)phenyl 4'-((6-hydroxyhexyl)oxy)-[1,1'-biphenyl]-4-carboxylate OCCCCCCOC1=CC=C(C=C1)C1=CC=C(C=C1)C(=O)OC1=CC(=C(C=C1)OC(=O)C1CCC(CC1)C1CCC(CC1)CCCCC)C